C(C)(C)(C)OC(NC12CC(C1)(C2)C2=NOC(C2)[C@@H]2C[C@@H](C2)OC(F)(F)F)=O (3-{5-[cis-3-(trifluoromethoxy)cyclobutyl]-4,5-dihydro-1,2-oxazol-3-yl}bicyclo[1.1.1]pent-1-yl)carbamic acid tert-butyl ester